P(=O)([O-])([O-])[O-].S(=O)(=O)([O-])[O-].[Ca+2].[Zn+2].[Na+] sodium zinc calcium sulfate phosphate